C(C)(C)C1=C2C=CN=CC2=C(N=C1)C=1C=NN(C1)C 5-isopropyl-8-(1-methyl-1H-pyrazol-4-yl)-2,7-naphthyridin